3-(cyclopropyldifluoromethyl)-1-((3,3-difluorocyclobutyl)methyl)-4-methyl-N-(2-(methylsulfonyl)pyridin-4-yl)-1H-pyrazole-5-carboxamide C1(CC1)C(C1=NN(C(=C1C)C(=O)NC1=CC(=NC=C1)S(=O)(=O)C)CC1CC(C1)(F)F)(F)F